C(CCCCCCCCCCC)OC=CCCCCCCCCCC 1-(dodecyloxy)dodec-1-ene